C(C)(=O)N1CCCC2=CC(=CC=C12)C(=O)O 1-acetyl-3,4-dihydro-2H-quinoline-6-carboxylic acid